1-[4-(2,6-dioxopiperidin-3-yl)-2-fluorophenyl]piperidin-4-yl-N-methylcarbamic acid tert-butyl ester C(C)(C)(C)OC(N(C)C1CCN(CC1)C1=C(C=C(C=C1)C1C(NC(CC1)=O)=O)F)=O